CC1(OB(OC1(C)C)C=1C=NN(C1)COCC[Si](C)(C)C)C 4-(4,4,5,5-tetramethyl-1,3,2-dioxaborolan-2-yl)-1-([2-(trimethylsilyl)ethoxy]methyl)-1H-pyrazole